C(C)(C)NC(=O)C=1C=NN2C1N=CC=C2 N-isopropylpyrazolo[1,5-a]pyrimidine-3-carboxamide